NC=1C(=CC(=CC1)P(O)(=O)O)P(O)(=O)O aniline-2,4-diphosphonic acid